tetraphenyl-cyclotetrasiloxane C1(=CC=CC=C1)[SiH]1O[SiH](O[SiH](O[SiH](O1)C1=CC=CC=C1)C1=CC=CC=C1)C1=CC=CC=C1